C(C1=CC=CC=C1)OC1=C2C(=CNC2=CC=C1)[C@H]1CNCC1 (S)-4-(benzyloxy)-3-(pyrrolidin-3-yl)-1H-indole